N-((S)-1-((R)-4-isobutyl-4,5-dihydrooxazol-2-yl)-2-phenylethyl)acetamide iodine monochloride ICl.C(C(C)C)[C@H]1N=C(OC1)[C@H](CC1=CC=CC=C1)NC(C)=O